FC1(CC1)CN1[C@@H](C2=CC=C3C(=C2C[C@H]1C)C=NN3)C3=C(C=C(C=C3)N(C3CN(C3)CCCF)C)OC N-(4-((6S,8R)-7-((1-fluorocyclopropyl)methyl)-8-methyl-6,7,8,9-tetrahydro-3H-pyrazolo[4,3-f]isoquinolin-6-yl)-3-methoxyphenyl)-1-(3-fluoropropyl)-N-methylazetidin-3-amine